C(C)(C)C1=CC=C(C=C1)C1CCN(CC1)C(=O)C1CC2(C1)NC(OC2)=O (2s,4s)-2-(4-(4-isopropylphenyl)piperidine-1-carbonyl)-7-oxa-5-azaspiro[3.4]Octane-6-one